1,2-dihydro-3H-pyrazolo[3,4-d]pyrimidin-3-one N1NC(C=2C1=NC=NC2)=O